N-(1-cyclopropyl-2-(4-((4-(2-(2,6-dioxopiperidin-3-yl)-1,3-dioxoisoindolin-4-yl)-piperazin-1-yl)methyl)piperidin-1-yl)-2-oxoethyl)benzamide C1(CC1)C(C(=O)N1CCC(CC1)CN1CCN(CC1)C1=C2C(N(C(C2=CC=C1)=O)C1C(NC(CC1)=O)=O)=O)NC(C1=CC=CC=C1)=O